2-fluoro-9,10-bis(acetyloxy)anthracene FC1=CC2=C(C3=CC=CC=C3C(=C2C=C1)OC(C)=O)OC(C)=O